ethyl 2-(4-((S)-1-amino-2-hydroxyethyl)phenyl)-3-methylbutanoate hydrochloride Cl.N[C@H](CO)C1=CC=C(C=C1)C(C(=O)OCC)C(C)C